C[Si](C#CC=1SC(=CC1)C)(C)C trimethyl-[2-(5-methyl-2-thienyl)ethynyl]silane